FC1(OC2=C(O1)C=CC=C2NC2=NC=C(C(=N2)NN2C(OC1=C2C=CC=C1)=O)C)F [2-(2,2-difluoro-benzo[1,3]dioxol-4-ylamino)-5-methyl-pyrimidin-4-ylamino]-3H-benzoxazol-2-one